ClC=1C(=NC=C(C#N)C1)Cl 5,6-dichloronicotinonitrile